4-hydroxy-N,N-di-isopropyltryptamine OC=1C=CC=C2NC=C(CCN(C(C)C)C(C)C)C12